CC1N(S(C=2N(C1C(=O)[O-])C(C(=C(C2C2=CC(=CC=C2)C(F)(F)F)CC2=CC=CC1=CC=CC=C21)Br)=O)(=O)=O)CC2=CC=C(C=C2)OC Methyl-7-bromo-2-(4-methoxybenzyl)-8-(naphthalen-1-ylmethyl)-6-oxo-9-(3-(trifluoromethyl) phenyl)-3,4-dihydro-2H,6H-pyrido[1,2-e][1,2,5]thiadiazine-4-carboxylate 1,1-dioxide